(5-amino-3-bromo-pyrazolo[1,5-a]pyrimidin-2-yl)benzonitrile NC1=NC=2N(C=C1)N=C(C2Br)C2=C(C#N)C=CC=C2